CCC(C(C)(C)C)(C)N[Ti](C)(C)C1C=CC=C1 tetramethylcyclopentadienyl-tertiary butylamino-dimethyl-titanium